pyridazin-4-yl(4-(2-(trifluoromethyl)phenyl)piperidin-1-yl)methanone N1=NC=C(C=C1)C(=O)N1CCC(CC1)C1=C(C=CC=C1)C(F)(F)F